N-(4-(((3,5-dicyano-4-ethyl-6-(4-methyl-1,4-diazepan-1-yl)pyridin-2-yl)Thio)methyl)benzyl)propionamide C(#N)C=1C(=NC(=C(C1CC)C#N)N1CCN(CCC1)C)SCC1=CC=C(CNC(CC)=O)C=C1